5-(2-fluoro-6-hydroxy-4-(2-(1-methylpyrrolidin-3-yl)ethyl)phenyl)-1,2,5-thiadiazolidin-3-one 1,1-dioxide FC1=C(C(=CC(=C1)CCC1CN(CC1)C)O)N1CC(NS1(=O)=O)=O